(S)-7-(3-chloro-4-fluorophenyl)-8-((2-ethoxy-3-hydroxypropyl)thio)-6-(trifluoromethyl)quinazoline-2,4(1H,3H)-dione ClC=1C=C(C=CC1F)C1=C(C=C2C(NC(NC2=C1SC[C@H](CO)OCC)=O)=O)C(F)(F)F